phthalic acid Butyl-octyl-phthalate C(CCC)C=1C(=C(C(C(=O)O)=CC1)C(=O)O)CCCCCCCC.C(C=1C(C(=O)O)=CC=CC1)(=O)O